O1CCC12CCCC2 oxaspiro[3.4]octan